ClC=1OC=CC1C(=O)Cl 2-chlorofuran-3-carbonyl chloride